[Si](C)(C)(C(C)(C)C)N=S(=O)(NC)C1=CC=C(C=C1)C#N N'-(tert-butyldimethylsilyl)-4-cyano-N-methylbenzenesulfonimidamide